(3S,3aR,6S,6aR)-6-(2,5,8,11,14,17,20,23,26,29,32,35-dodecaoxaoctatriacontan-38-amido)hexahydrofuro[3,2-b]furan COCCOCCOCCOCCOCCOCCOCCOCCOCCOCCOCCOCCC(=O)N[C@H]1CO[C@H]2[C@@H]1OCC2